OCC(CO)CC 2-hydroxymethyl-butanol